4-(4-Fluorophenethyl)-6-isopropylbenzene-1,3-diol FC1=CC=C(CCC2=C(C=C(C(=C2)C(C)C)O)O)C=C1